ClC=1C(=CC(=C(C1)N(C(=O)C1CC=2C=NC=CC2N1C(=O)OC(C)(C)C)C([2H])([2H])[2H])F)F tert-butyl 2-((5-chloro-2,4-difluorophenyl)(methyl-d3)carbamoyl)-2,3-dihydro-1H-pyrrolo[3,2-c]pyridine-1-carboxylate